N=1N(N=CC1)C(C)(C)C1=NN(C(=C1)C1(NC(=C(C(=N1)NCC)C(F)(F)F)Cl)N)C1CC1 2-(3-(2-(2H-1,2,3-triazol-2-yl)propan-2-yl)-1-cyclopropyl-1H-pyrazol-5-yl)-6-chloro-N4-ethyl-5-(trifluoromethyl)pyrimidine-2,4-diamine